2-Oxa-7-azaspiro[3.5]nonane C1OCC12CCNCC2